C1(CC1)S(=O)(=O)N1N=CC(=C1)C1=NC=CC(=N1)NC1=CC(=C(C=N1)C(=O)N1[C@@H]([C@H](C1)CS(=O)(=O)C)C)NC(C)C (6-((2-(1-(cyclopropylsulfonyl)-1H-pyrazol-4-yl)pyrimidin-4-yl)amino)-4-(isopropylamino)pyridin-3-yl)((2R,3S)-2-methyl-3-((methylsulfonyl)methyl)azetidin-1-yl)methanone